N-(1-((1s,3s)-3-methoxycyclobutyl)-3-(pyridin-2-yl)-1H-pyrazol-4-yl)-5-(1H-pyrazol-4-yl)furan-2-carboxamide formate C(=O)O.COC1CC(C1)N1N=C(C(=C1)NC(=O)C=1OC(=CC1)C=1C=NNC1)C1=NC=CC=C1